FC1=CC(=C(C=C1)C=1C(=C(C=NC1C)C(=O)NC1=CC=C(C=C1)OC1=CC=NC2=CC(=CN=C12)C(=C)C)O)C 5-(4-fluoro-2-methylphenyl)-4-hydroxy-6-methyl-N-[4-[(7-prop-1-en-2-yl-1,5-naphthyridin-4-yl)oxy]phenyl]pyridine-3-carboxamide